4-bromo-2-chloro-1-methylbenzene BrC1=CC(=C(C=C1)C)Cl